FC1(CCC(CC1)C1=CC=C(C=C1)S(=O)(=O)NCC1=CC=NC=C1)F 4-(4,4-difluorocyclohexyl)-N-(pyridin-4-ylmethyl)-benzenesulfonamide